COC(=O)C1=CC(=C2C(=N1)C(CC2)(F)F)C=O 7,7-difluoro-4-formyl-6,7-dihydro-5H-cyclopenta[b]pyridine-2-carboxylic acid methyl ester